(S)-2-(4-(2-acetyl-5-chlorophenyl)-5-methoxy-2-oxopyridin-1(2H)-yl)-4-methoxy-N-(1'-oxo-1'H-spiro[cyclobutane-1,3'-oxazolo[3,4-a]indol]-7'-yl)butanamide C(C)(=O)C1=C(C=C(C=C1)Cl)C1=CC(N(C=C1OC)[C@H](C(=O)NC1=CC=2C=C3N(C2C=C1)C1(OC3=O)CCC1)CCOC)=O